ClC1=C(C=CC=C1OC)C(=O)N1C[C@H]2CO[C@@](CN2CC1)(C1=CC(=NO1)C1=CC=CC=C1)O (2-chloro-3-methoxyphenyl)((3S,9aS)-3-hydroxy-3-(3-phenylisoxazol-5-yl)hexahydropyrazino[2,1-c][1,4]oxazin-8(1H)-yl)methanone